C1(CC1)C1=NN(C=N1)C1CC2(CN(C2)C(=O)N2CCC(CC2)OC2=CC(=CC=C2)F)C1 [6-(3-cyclopropyl-1,2,4-triazol-1-yl)-2-azaspiro[3.3]heptan-2-yl]-[4-(3-fluorophenoxy)-1-piperidyl]methanone